C(C)(=O)NCCCN1C(CCC1)=O N-(3-acetamidopropyl)pyrrolidin-2-one